C(C)(C)(C)OC(N(C1CCNCC1)C)=O N-methyl-N-(4-piperidyl)carbamic acid tert-butyl ester